O=C1NC(CCC1C1=CC=C(C=C1)C1CCN(CC1)CCCCCCCCCCCC1=C2C(N(C(C2=CC=C1)=O)[C@H](CS(=O)(=O)C)C1=CC(=C(C=C1)OC)OCC)=O)=O 4-(11-(4-(4-(2,6-dioxopiperidin-3-yl)phenyl)piperidin-1-yl)undecyl)-2-((S)-1-(3-ethoxy-4-methoxyphenyl)-2-(methylsulfonyl)ethyl)isoindoline-1,3-dione